2-(3,4-dichlorophenyl)-N-methyl-N-[(1R,S)-1-(3-aminophenyl)-2-(1-pyrrolidinyl)-ethyl]acetamide ClC=1C=C(C=CC1Cl)CC(=O)N([C@@H](CN1CCCC1)C1=CC(=CC=C1)N)C